1H-Benzimidazol-1-carboxylat N1(C=NC2=C1C=CC=C2)C(=O)[O-]